2-[(4-{6-[(4-Cyano-2-fluorobenzyl)oxy]pyridin-2-yl}piperazin-1-yl)methyl]-1-(1,3-oxazol-5-ylmethyl)-1H-benzimidazol C(#N)C1=CC(=C(COC2=CC=CC(=N2)N2CCN(CC2)CC2=NC3=C(N2CC2=CN=CO2)C=CC=C3)C=C1)F